O=C1CCC(O1)C(=O)O TETRAHYDRO-5-OXO-2-FURANCARBOXYLIC ACID